C1(CC1)CNC1=NN=CC2=CC=C(C=C12)C1=CC=C(C=C1)F N-(Cyclopropylmethyl)-7-(4-fluorophenyl)phthalazin-1-amine